CC=1C(C[C@@H](CC1)CCC)=O |r| (+-)-2-methyl-5-propyl-2-cyclohexene-1-one